2-(6-(2-(3,5-bis(trifluoromethyl)benzyl)-2H-tetrazol-5-yl)pyridin-2-yl)-2-hydroxypropane-1-sulfonamide FC(C=1C=C(CN2N=C(N=N2)C2=CC=CC(=N2)C(CS(=O)(=O)N)(C)O)C=C(C1)C(F)(F)F)(F)F